diethylene glycol monon-butyl ether acetate C(C)(=O)OCCOCCOCCCC